C[C@@H]1CC[C@H]([C@@H](C1)OC(C(C)O)=O)C(C)C [(1R,2S,5R)-5-methyl-2-propan-2-ylcyclohexyl]2-hydroxypropanoate